ClOC=1C=C(C=C)C=CC1 (R)-3-chlorooxystyrene